C(C1=CC=C(C(=O)O)C=C1)(=O)O.C(CCCO)O.C(CCCO)O bis-1,4-butanediol terephthalate